6-(1-((5-(methoxy-d3)-1-methyl-1H-pyrazol-4-yl)sulfonyl)piperidin-4-yl)-7-methyl-[1,2,4]triazolo[1,5-a]pyridine C(OC1=C(C=NN1C)S(=O)(=O)N1CCC(CC1)C=1C(=CC=2N(C1)N=CN2)C)([2H])([2H])[2H]